BrC=1C=C2C(=NC1)[C@@H](C1=C(CC2)C=C(C=C1Br)Cl)C1CCN(CC1)C(CC1CCN(CC1)C(=O)N)=O 4-[2-[4-[(11R)-3,10-dibromo-8-chloro-6,11-dihydro-5H-benzo[5,6]cyclohepta[1,2-b]pyridin-11-yl]-1-piperidinyl]-2-oxoethyl]-1-piperidinecarboxamide